trimethylsilylmethyl-magnesium chloride C[Si](C)(C)C[Mg]Cl